bis(allyl) cyclohexane-1,2-dicarboxylate C1(C(CCCC1)C(=O)OCC=C)C(=O)OCC=C